6-fluorofuro[3,2-c]quinolin-4(5H)-one FC1=CC=CC=2C3=C(C(NC12)=O)C=CO3